3-Bromo-2-fluoro-benzaldehyde BrC=1C(=C(C=O)C=CC1)F